tributyl(3-aminopropyl)phosphonium C(CCC)[P+](CCCN)(CCCC)CCCC